BrC1=C(C2=C(N(CO2)C)C=C1)OC 6-bromo-7-methoxy-3-methylbenzo[d]oxazole